C(C)(C)(C)[C@H]1CNC(C=2N1N=C(C2)N2[C@@H](COCC2)C)=O (S)-7-(tert-butyl)-2-((R)-3-methylmorpholino)-6,7-dihydropyrazolo[1,5-a]pyrazin-4(5H)-one